N1=CC=C(C=C1)C=1C=CC=2N(N1)C(=CN2)C=2C=C(C=CC2)NC(C)=O N-[3-[6-(4-pyridyl)imidazo[1,2-b]pyridazin-3-yl]phenyl]acetamide